((3,5-dimethyl-4-((5-isopropyl-6-oxo-1,6-dihydropyridazin-3-yl)oxy)phenoxy)methyl)phosphoric acid CC=1C=C(OCOP(O)(O)=O)C=C(C1OC1=NNC(C(=C1)C(C)C)=O)C